4-((3,3-Difluorocyclopentyl)Oxy)-3-Fluoroaniline FC1(CC(CC1)OC1=C(C=C(N)C=C1)F)F